NoNAcetylgalactosamine C(CCCCCCCCCCCCCCC)C([C@@]1([C@@]([C@@]([C@](C(O)(O1)CCCCCCCCCCCCCCCC)(N(CCCCCCCCCCCCCCCC)CCCCCCCCCCCCCCCC)CCCCCCCCCCCCCCCC)(O)CCCCCCCCCCCCCCCC)(O)CCCCCCCCCCCCCCCC)CCCCCCCCCCCCCCCC)(O)CCCCCCCCCCCCCCCC